C(N)(=N)C1=C(C=C(CNC(OC(C)(C)C)=O)C=C1)F tert-butyl (4-carbamimidoyl-3-fluorobenzyl)carbamate